BrC1=C(C=C2C=NNC2=C1)F 6-Bromo-5-fluoro-1H-indazole